C(#N)[C@H](CC1=CC=C(C=C1)C=1C=CC2=C(N(C(O2)=O)C)C1)NC(=O)[C@H]1OC[C@@](CNC1)(C)OC |o1:27| (2S,6S*)-N-[(1S)-1-cyano-2-[4-(3-methyl-2-oxo-2,3-dihydro-1,3-benzoxazol-5-yl)phenyl]ethyl]-6-methoxy-6-methyl-1,4-oxazepane-2-carboxamide